CC1=CSC2=C1N=CNC2=O 7-methylthieno[3,2-d]pyrimidin-4(3H)-one